C12C(CC(CC1)C2)NS(=O)(=O)C2=CC=1C(C3=CC(=CC=C3C1C=C2)S(=O)(=O)NC2CCOCC2)=O N2-(bicyclo[2.2.1]heptan-2-yl)-9-oxo-N7-(tetrahydro-2H-pyran-4-yl)-9H-fluorene-2,7-disulfonamide